FC(C1=CC=C(C=C1)NC=1C(=NC=CN1)C(=O)Cl)(F)F 3-(4-trifluoromethyl-phenylamino)-pyrazine-2-carbonyl chloride